racemic-8-((1S,2S)-2-(3-chloro-4-fluorophenyl)cyclopropyl)-6-(2,4-dimethoxypyrimidin-5-yl)imidazo[1,2-b]pyridazine ClC=1C=C(C=CC1F)[C@@H]1[C@H](C1)C=1C=2N(N=C(C1)C=1C(=NC(=NC1)OC)OC)C=CN2 |r|